C(C)OC(=O)C1=C(SC=C1C1CC2=CC=CC=C2CC1)N amino-4-(1,2,3,4-tetrahydronaphthalen-2-yl)thiophene-3-carboxylic acid ethyl ester